BrC1=CC=C(OC2CN(C2)CCCF)C=C1 3-(4-bromophenoxy)-1-(3-fluoropropyl)azetidine